2',6-difluoro-5'-methyl-[1,1'-biphenyl]-2-carbaldehyde FC1=C(C=C(C=C1)C)C=1C(=CC=CC1F)C=O